3-((3-methyl-1,4-dioxo-8-sulfonylamino-1,4-dihydronaphthalen-2-yl)methyl)benzoic acid CC1=C(C(C2=C(C=CC=C2C1=O)N=S(=O)=O)=O)CC=1C=C(C(=O)O)C=CC1